(2-aminobenzo[d]thiazol-6-yl)-1-[2-(4-morpholinyl)ethyl]-3-(3-bromo-4-fluorophenyl)urea NC=1SC2=C(N1)C=CC(=C2)N(C(=O)NC2=CC(=C(C=C2)F)Br)CCN2CCOCC2